tert-butyl 4-(6-chloro-4-methylpyridin-3-yl)piperazine-1-carboxylate ClC1=CC(=C(C=N1)N1CCN(CC1)C(=O)OC(C)(C)C)C